BrC1=CC=C2C(N(C=NC2=C1)C1CCN(CC1)C1CC1)=O 7-bromo-3-(1-cyclopropylpiperidin-4-yl)quinazolin-4(3H)-one